C(COCCOCCOCCOCCO)O Pentaethylene glycol